bis(2-tetrahydrofuryl)-propane O1C(CCC1)C(C)(C)C1OCCC1